CC1=NC(=CC=C1N1CC2(CN(C2)C(=O)OC(C)(C)C)C1)C(NC)=O tert-butyl 6-(2-methyl-6-(methylcarbamoyl) pyridin-3-yl)-2,6-diazaspiro[3.3]heptane-2-carboxylate